2-((2s,3s,4s)-5-chloro-6-fluoro-2-(((trans-4-hydroxy-4-methylcyclohexyl)amino)methyl)-3-methyl-2-phenyl-2,3-dihydrobenzofuran-4-yl)-3-fluoro-4-(2-hydroxyethoxy)benzamide ClC=1C(=CC2=C([C@@H]([C@](O2)(C2=CC=CC=C2)CNC2CCC(CC2)(C)O)C)C1C1=C(C(=O)N)C=CC(=C1F)OCCO)F